2,2'-bis(trifluoromethyl)biphenyl FC(C1=C(C=CC=C1)C1=C(C=CC=C1)C(F)(F)F)(F)F